C(C)OC(=O)CCOCCN1CCNCC1 4-(2-(2-(ethoxycarbonyl)ethoxy)ethyl)piperazine